C1(CCCC1)C(C=1C=C(C=CC1)NC(=O)C1C(=NN(C1=O)C1=CC=C(C=C1)OC(F)F)C)(F)F N-(3-(cyclopentyldifluoromethyl)phenyl)-1-(4-(difluoromethoxy)phenyl)-3-methyl-5-oxo-4,5-dihydro-1H-pyrazole-4-carboxamide